C(C)O[C@H](C[C@H](C(C)C)N(C(=O)[C@H]([C@H](CC)C)NC(=O)[C@@H]1N(CCCC1)C(=O)OC(C)(C)C)CCCCCC)C=1SC=C(N1)C(=O)OCC tert-Butyl (2R)-2-{[(1S,2S)-1-{[(1R,3R)-1-ethoxy-1-[4-(ethoxycarbonyl)-1,3-thiazol-2-yl]-4-methylpentan-3-yl](hexyl)carbamoyl}-2-methylbutyl]carbamoyl}piperidine-1-carboxylate